BrC=1C=C2C(N([C@](C2=C(C1)F)(OC)C1=CC=C(C=C1)Cl)[C@@H]([C@@H](C(=O)OCC)C)C1=CC=C(C=C1)Cl)=O ethyl (2S,3S)-3-[(1S)-5-bromo-1-(4-chlorophenyl)-7-fluoro-1-methoxy-3-oxo-2,3-dihydro-1H-isoindol-2-yl]-3-(4-chlorophenyl)-2-methylpropanoate